5-Bromo-4-methoxy-7H-pyrrolo[2,3-d]pyrimidine BrC1=CNC=2N=CN=C(C21)OC